FC1=CC=C(C=C1)N1N=NC(=C1COC1=CC2=C(C=N1)CN(C2)C(C)=O)C 1-(6-{[1-(4-fluorophenyl)-4-methyl-1H-1,2,3-triazol-5-yl]methoxy}-1,3-dihydro-2H-pyrrolo[3,4-c]pyridin-2-yl)ethanone